O1CCN(CC1)C=1C=2N(C=C(C1)N1CC3(CN(C3)C(C=C)=O)CC1)N=CN2 1-(6-(8-morpholino-[1,2,4]triazolo[1,5-a]pyridin-6-yl)-2,6-diazaspiro[3.4]octan-2-yl)prop-2-en-1-one